COC(C1=C(N=CC=C1)NC1=CC(=C(C=C1)OC1=CC(=NC=C1)NC(=O)C)Cl)=O 2-((4-((2-Acetaminopyridin-4-yl)oxy)-3-chlorophenyl)amino)nicotinic acid methyl ester